C[C@H]([C@@H](C(=O)O)NC(=O)[C@H](CCC(=O)O)NC(=O)CNC(=O)[C@H](CCCCN)NC(=O)[C@@H]1CCCN1C(=O)CNC(=O)[C@H](CCC(=O)N)NC(=O)[C@H](CCC(=O)O)NC(=O)CNC(=O)[C@H](CC[C@H](CN)O[C@H]2[C@@H]([C@H]([C@H]([C@H](O2)CO)O)O)O)NC(=O)[C@H](CC3=CSC=N3)NC(=O)CNC(=O)[C@H](C)NC(=O)[C@H](CCC(C)C)NC(=O)CN)O The molecule is a fifteen-membered glycopeptide comprising glycyl, homoleucyl, alanyl, glycyl, 3-(1,3-thiazol-4-yl)alanyl, (5R)-5-(beta-D-galactopyranosyloxy)lysyl, glycyl. alpha-glutamyl, glutaminyl, glycyl, prolyl, lysyl, glycyl, alpha-glutamyl and threonine residues coupled in sequence.